r-allylpalladium chloride C(C=C)[Pd]Cl